C1(CCC1)=CCN1N=CC=C1C(=O)N[C@H](C(=O)NC=1C=NC(=CC1)C=1C(=NNC1C)C)C1CCC(CC1)C 1-(2-cyclobutylideneethyl)-N-((1S)-2-((6-(3,5-dimethyl-1H-pyrazol-4-yl)pyridin-3-yl)amino)-1-(4-methylcyclohexyl)-2-oxoethyl)-1H-pyrazole-5-carboxamide